(4-(1-methyl-3-phenyl-1H-pyrazol-4-yl)-7-(trifluoromethyl)pyrido[3,2-d]pyrimidin-6-yl)-3-oxabicyclo[3.1.0]hexane-1-carboxamide CN1N=C(C(=C1)C=1C2=C(N=CN1)C=C(C(=N2)C2C1(CC1CO2)C(=O)N)C(F)(F)F)C2=CC=CC=C2